2-(((2,3-dioxoindolin-5-yl)methyl)thio)-4-ethyl-6-(4-methyl-1,4-diazaCycloheptan-1-yl)pyridine-3,5-dicarbonitrile O=C1NC2=CC=C(C=C2C1=O)CSC1=NC(=C(C(=C1C#N)CC)C#N)N1CCN(CCC1)C